3-(2-isocyanoethyl)indole [N+](#[C-])CCC1=CNC2=CC=CC=C12